NC=1C=C(C=CC1)N1C(C(=CC2=C1N=C(N=C2)NC=2C(=NN(C2)C2CCN(CC2)C)Cl)C2=CC=CC=C2)=O 8-(3-aminophenyl)-2-((3-chloro-1-(1-methylpiperidin-4-yl)-1H-pyrazol-4-yl)amino)-6-phenylpyrido[2,3-d]pyrimidin-7(8H)-one